ClC=1C=CC(=C(C1)C1=C(NC=2C1=NC=CC2C)C2=C(C=NC=C2)O)F 4-[3-(5-chloro-2-fluorophenyl)-7-methyl-1H-pyrrolo[3,2-b]pyridin-2-yl]pyridin-3-ol